ethyl 4-[4-(5-cyclopropylmethoxymethyl-thiophen-2-yl)-2,6-difluoro-phenoxy]-butyrate C1(CC1)COCC1=CC=C(S1)C1=CC(=C(OCCCC(=O)OCC)C(=C1)F)F